CN1CCN(CC1)C(=O)C=1C=C2C=CC(=CC2=CC1)CCNC1=CC=NC2=CC=C(C=C12)C#N 4-((2-(6-(4-methylpiperazin-1-carbonyl)naphth-2-yl)ethyl)amino)quinoline-6-carbonitrile